ethyl 5-(N-(but-3-en-1-yl) sulfamoyl)-3-methylbenzofuran-2-carboxylate C(CC=C)NS(=O)(=O)C=1C=CC2=C(C(=C(O2)C(=O)OCC)C)C1